COC(C1=C(C=CC(=C1)C=CC(=O)N1C(C(=CCC1)Br)=O)O)=O methyl-5-(3-(3-bromo-2-oxo-5,6-dihydropyridin-1(2H)-yl)-3-Oxoprop-1-en-1-yl)-2-hydroxybenzoate